4,9-Dihydro-s-indaceno[1,2-b:5,6-b']-dithiophene-4,9-dione S1C2=C(C=C1)C(C1=CC3=C(C(C4=C3SC=C4)=O)C=C12)=O